FC(C=1C=CC=C(C1CCCC)C(F)(F)F)(F)F 3,5-bistrifluoromethyl-4-n-butylbenzene